1-(3-(benzylamino)pyridin-2-yl)-N-(3-chloro-5-(methylsulfonylamino)phenyl)-1H-pyrazole-4-carboxamide C(C1=CC=CC=C1)NC=1C(=NC=CC1)N1N=CC(=C1)C(=O)NC1=CC(=CC(=C1)NS(=O)(=O)C)Cl